benzyl 2-deoxy-2-trifluoroacetamido-3,4,6-tri-O-acetyl-β-D-galactopyranoside FC(C(=O)N[C@H]1[C@H](OCC2=CC=CC=C2)O[C@@H]([C@@H]([C@@H]1OC(C)=O)OC(C)=O)COC(C)=O)(F)F